(R)-4-chloro-5-(3-((6-(1,3,5-trimethyl-1H-pyrazol-4-yl)pyrimidin-4-yl)oxy)pyrrolidin-1-yl)pyridazin-3(2H)-one ClC=1C(NN=CC1N1C[C@@H](CC1)OC1=NC=NC(=C1)C=1C(=NN(C1C)C)C)=O